OC(CNCCNCCNCCN)C N1-(2-hydroxypropyl)triethylenetetraamine